Methyl 2-[acetyl(2-fluorophenylethyl)amino]-4,7-dihydro-5H-spiro[1-benzothiophene-6,2'-[1,3]dioxolane]-3-carboxylate C(C)(=O)N(C=1SC2=C(C1C(=O)OC)CCC1(OCCO1)C2)CCC2=C(C=CC=C2)F